ethyl (4aR,5aS)-5a-methyl-1,4,4a,5,5a,6-hexahydrocyclopropa[f]indazole-3-carboxylate C[C@@]12[C@@H](CC=3C(=NNC3C1)C(=O)OCC)C2